ClC1=C(C=CC=C1Cl)C1=C(N=C(C=2N1N=CC2)N2CCC1(CC2)OC2=C([C@H]1N)C=CC=C2)C (3R)-1'-[7-(2,3-dichlorophenyl)-6-methyl-pyrazolo[1,5-a]pyrazin-4-yl]spiro[3H-benzofuran-2,4'-piperidine]-3-amine